[C@H]12OC[C@H](N(C1)C1CCN(CC1)C1=C(C=C(C(=C1)OC)NC1=NC=NC(=C1)N1OCC[C@@H]1C1=CC(=C(C=C1)F)F)NC(C=C)=O)C2 N-(2-(4-((1R,4R)-2-oxa-5-azabicyclo[2.2.1]heptane-5-yl)piperidine-1-yl)-5-((6-((R)-3-(3,4-difluorophenyl)isoxazolidine-2-yl)pyrimidine-4-yl)amino)-4-methoxyphenyl)acrylamide